2-(trifluoromethyl)pyrido[3,2-d]pyrimidin-4-ol FC(C=1N=C(C2=C(N1)C=CC=N2)O)(F)F